Acetic acid 4-acetoxy-3-acetylcarbamoyl-1,10-bis-dimethylamino-5-hydroxy-7-methoxy-6-oxo-6,11,11a,12-tetrahydro-naphthacen-2-yl ester C(C)(=O)OC1=C(C(=C(C=2CC3CC4=C(C=CC(=C4C(C3=C(C12)O)=O)OC)N(C)C)N(C)C)OC(C)=O)C(NC(C)=O)=O